C(C)(C)(C)OC(=O)N(C(OC(C)(C)C)=O)C1=NC=CC(=N1)[Sn](C)(C)C tert-butyl N-tert-butoxycarbonyl-N-(4-trimethylstannylpyrimidin-2-yl)carbamate